FC1=C(C=CC(=C1)C1=NOC(=N1)C)C1=CC=C(C=N1)N 6-(2-fluoro-4-(5-methyl-1,2,4-oxadiazol-3-yl)phenyl)pyridin-3-amine